O(C1=CC=CC=C1)P(SC1CS(CC1)(=O)=O)OC1=CC=CC=C1 3-diphenoxyphosphinothiotetrahydrothiophene-1,1-dioxide